N4-(2-(6-methylpyridin-2-yl)pyrimidin-4-yl)-N2-(1,2,3,4-tetrahydroisoquinolin-7-yl)pyrimidine-2,4-diamine CC1=CC=CC(=N1)C1=NC=CC(=N1)NC1=NC(=NC=C1)NC1=CC=C2CCNCC2=C1